CC1(N(CC1)CC1=C(C(=CC=C1)F)NC)C (2-((2,2-dimethylazetidin-1-yl)methyl)-6-fluorophenyl)-methylamine